(3-azido-2-phenylpropyl)dimethyl-(phenyl)silane N(=[N+]=[N-])CC(C[Si](C1=CC=CC=C1)(C)C)C1=CC=CC=C1